CC1(OB(OC1(C)C)C=1C=C(C=CC1)C1=CC(=CC=C1)C1=CC(=CC=C1)B1OC(C(O1)(C)C)(C)C)C 3,3''-bis(4,4,5,5-tetramethyl-1,3,2-dioxaborolan-2-yl)-1,1':3',1''-terphenyl